O=C1NC(CCC1N1C(C2=CC=CC(=C2C1)OCCCCCCCCCC(=O)O)=O)=O 10-((2-(2,6-dioxopiperidin-3-yl)-1-oxoisoindolin-4-yl)oxy)decanoic acid